FCC1(CC1)C1=C(C=CC=2N(C(N(C21)C2=NC=NS2)=O)CCOC)S(=O)(=O)N [1-(fluoromethyl)cyclopropyl]-1-(2-methoxyethyl)-2-oxo-3-(1,2,4-thiadiazol-5-yl)benzimidazole-5-sulfonamide